(2R)-2-((2'-methoxy-[1,1'-binaphthalen]-2-yl)amino)-2-phenylethan-1-ol COC1=C(C2=CC=CC=C2C=C1)C1=C(C=CC2=CC=CC=C12)N[C@@H](CO)C1=CC=CC=C1